CN1N=CC2=CC=CC(=C12)NS(=O)(=O)C=1C=NN(C1)C1=NC=CC(=C1)[C@@H](C)NC (R)-N-(1-methyl-1H-indazol-7-yl)-1-(4-(1-(methylamino)ethyl)pyridin-2-yl)-1H-pyrazole-4-sulfonamide